N-(3-chlorophenyl)-6,7,8,9-tetrahydro-5H-5,8-epiminocyclohepta[d]pyrimidine-10-carboxamide ClC=1C=C(C=CC1)NC(=O)N1C2CCC1CC=1N=CN=CC12